ClC1=C(CN2N=CC=3C2=NC=NC3NC3=CC2=C(NC(N2)=O)C=C3)C=CC=C1F 5-((1-(2-chloro-3-fluorobenzyl)-1H-pyrazolo[3,4-d]pyrimidin-4-yl)amino)1,3-dihydro-2H-benzo[d]imidazol-2-one